BrC1=C(C=C2C(=C(C(=NC2=C1F)Cl)C(=O)OCC)N[C@@H]1C[C@H](N(CC1)C(=O)OC(C)(C)C)CCO[Si](C)(C)C(C)(C)C)I ethyl 7-bromo-4-(((2s,4s)-1-(tert-butoxycarbonyl)-2-(2-((tert-butyldimethylsilyl) oxy) ethyl) piperidin-4-yl) amino)-2-chloro-8-fluoro-6-iodoquinoline-3-carboxylate